ClC1=NC(=NC=N1)NC1CC2(C1)CCNCC2 N-(4-chloro-1,3,5-triazin-2-yl)-7-azaspiro[3.5]nonan-2-amine